C(C)(C)(C)OC(=O)N1C([C@@]2(C3=CC(=CC=C13)OC)[C@@H](C2)C2=CC=C1C(=NN(C1=C2)C(=O)OC(C)(C)C)NC2=CC(=NC=C2Cl)C)=O (1R,2S)-2-[1-(tert-butoxycarbonyl)-3-[(5-chloro-2-methylpyridin-4-yl)amino]indazol-6-yl]-5'-methoxy-2'-oxospiro[cyclopropane-1,3'-indole]-1'-carboxylic acid tert-butyl ester